BrC1=CC=C(OCC2OC(COC2)C(CC)(CC)F)C=C1 2-((4-bromophenoxy)methyl)-6-(3-fluoropentan-3-yl)-1,4-dioxane